NC[C@@H](CN(C(=O)OC(C)(C)C)CC1(CN(C1)C(=O)OC(C)(C)C)O)O tert-butyl 3-[[[(2S)-3-amino-2-hydroxy-propyl]-tert-butoxycarbonylamino]methyl]-3-hydroxy-azetidine-1-carboxylate